catechol-vanillic acid C1(O)=C(O)C(=CC=C1)C1=CC(=C(C=C1C(=O)O)OC)O